ClC1=CC2=C(C=N1)C(=NN2C2=NC(=CC=C2)C(C)(F)F)C2CC2 6-chloro-3-cyclopropyl-1-(6-(1,1-difluoroethyl)pyridin-2-yl)-1H-pyrazolo[4,3-c]pyridine